(S)-2-(8-Fluoro-3-methyl-6-(4,4,5,5-tetramethyl-1,3,2-dioxaborolan-2-yl)-3,4-dihydro-5-oxa-1,2a-diazaacenaphthylene-2-yl)propan-2-ol FC1=CC(=C2OC[C@@H](N3C(=NC1=C32)C(C)(C)O)C)B3OC(C(O3)(C)C)(C)C